4-(2-(4-Methoxy-3-propoxyphenyl)-6-(trifluoromethyl)pyrimidin-4-yl)-1,2-oxaborolan-2-ol COC1=C(C=C(C=C1)C1=NC(=CC(=N1)C1CB(OC1)O)C(F)(F)F)OCCC